4-(3-((1-(3,6-dimethyl-2-morpholino-4-oxo-4H-chromen-8-yl)ethyl)amino)-6-fluoropyridin-2-yl)-2-formylphenyl trifluoromethanesulfonate FC(S(=O)(=O)OC1=C(C=C(C=C1)C1=NC(=CC=C1NC(C)C=1C=C(C=C2C(C(=C(OC12)N1CCOCC1)C)=O)C)F)C=O)(F)F